(E)-3-(4-(2-ethoxyvinyl)-5-fluoro-3-methyl-1H-indazol-1-yl)piperidine C(C)O/C=C/C1=C2C(=NN(C2=CC=C1F)C1CNCCC1)C